CN(C(CI)=O)C N,N-dimethyl-iodoacetamide